C(C)N1C(C2=NC(=CC=C2C1=O)NC1=NC=C(C(=C1)N[C@H](CO)C1=CC=CC=C1)C=1OC=NN1)(C)C (S)-6-ethyl-2-((4-((2-hydroxy-1-phenylethyl)amino)-5-(1,3,4-oxadiazol-2-yl)pyridin-2-yl)amino)-7,7-dimethyl-6,7-dihydro-5H-pyrrolo[3,4-b]pyridin-5-one